1-(2-phenylethynyl)phenyl-3-butene-1-ol C1(=CC=CC=C1)C#CC1(CC=CC=C1)C(CC=C)O